OCCC1CCN(CC1)C1=CC=C(C(=N1)C)N1C(NC(CC1)=O)=O 1-(6-(4-(2-hydroxyethyl)piperidin-1-yl)-2-methylpyridin-3-yl)dihydropyrimidine-2,4(1H,3H)-dione